2-(3,5-dibromo-2-pyridylazo)-5-(N-ethyl-N-sulfopropylamino)benzene BrC=1C(=NC=C(C1)Br)N=NC1=CC=C(C=C1)N(CCCS(=O)(=O)O)CC